C(C)C(CS(=O)(=O)C1=CC=C(C(C(=O)O)=C1)C(=O)O)CCCC 5-(2-ethylhexylsulfonyl)phthalic acid